OCC1=C(C=CC(=C1)C=C)O 2-(hydroxymethyl)-4-vinylphenol